FC(C=1C(=C(C=CC1)[C@@H](C)NC=1C2=C(N=C(N1)C)C=NC(=C2)N2C[C@H](CC2)OC)F)F N-{(1R)-1-[3-(difluoromethyl)-2-fluorophenyl]ethyl}-6-[(3S)-3-methoxypyrrolidin-1-yl]-2-methylpyrido[3,4-d]pyrimidin-4-amine